N1-methyl-N1-(piperidin-3-yl)-N4-(1H-pyrazol-4-yl)-terephthalamide CN(C(C1=CC=C(C(=O)NC=2C=NNC2)C=C1)=O)C1CNCCC1